C(C=CCCCCC(C)C)[Na] β-isodecenyl-sodium